tert-butyl 4-(5-(7-methoxy-2-methylimidazo[1,2-a]pyridine-6-carboxamido)pyrimidin-2-yl)piperazine-1-carboxylate COC1=CC=2N(C=C1C(=O)NC=1C=NC(=NC1)N1CCN(CC1)C(=O)OC(C)(C)C)C=C(N2)C